N1CC(C1)OCCCCCC1=CC=C2CCCNC2=N1 7-(5-(azetidin-3-yloxy)pentyl)-1,2,3,4-tetrahydro-1,8-naphthyridine